CC(CCCCCOC(C(C)OC1=CC(C(C=C1)=C1NC(=NC(=N1)C1=CC=C(C=C1)C1=CC=CC=C1)C1=CC=C(C=C1)C1=CC=CC=C1)=O)=O)C.C(#N)C1=C(C=CC(=C1)CS)C1=CC=C(C=C1)CS 2-cyano-4,4'-bis(mercaptomethyl)biphenyl 6-methylheptyl-2-[4-[4,6-bis(4-phenylphenyl)-1H-1,3,5-triazin-2-ylidene]-3-oxocyclohexa-1,5-dien-1-yl]oxypropanoate